4-((4-bromo-3-(((2,3-dihydro-1H-inden-2-yl)oxy)methyl)phenyl)amino)tetrahydro-2H-pyran-4-carboxylic acid BrC1=C(C=C(C=C1)NC1(CCOCC1)C(=O)O)COC1CC2=CC=CC=C2C1